The molecule is a pentacyclic triterpenoid that is oleanane substituted by hydroxy groups at the 3beta and 22beta positions and containing a double bond between positions 12 and 13. It is a pentacyclic triterpenoid and a secondary alcohol. It derives from a hydride of an oleanane. C[C@]12CC[C@@H](C([C@@H]1CC[C@@]3([C@@H]2CC=C4[C@]3(CC[C@@]5([C@H]4CC(C[C@H]5O)(C)C)C)C)C)(C)C)O